Propionyl phosphate monoammonium salt [NH4+].P(=O)(OC(CC)=O)([O-])O